C1=NC=C2SC3=C(N21)C=CC=C3 Benzo[d]imidazo[5,1-b]thiazole